ethyl 2-[3-[(5-bromo-2-pyridyl)oxy]cyclobutoxy]acetate BrC=1C=CC(=NC1)OC1CC(C1)OCC(=O)OCC